4-(1,4-diazacycloheptan-1-yl)-2,6-diisopropylphenol N1(CCNCCC1)C1=CC(=C(C(=C1)C(C)C)O)C(C)C